tert-Butyl 2-isopropyl-3-oxo-5,6,8,8a-tetrahydro-1H-imidazo[1,5-a]pyrazine-7-carboxylate C(C)(C)N1C(N2C(CN(CC2)C(=O)OC(C)(C)C)C1)=O